C1(CC1)S(=O)(=O)N1N=CC(=C1)C1=NC=CC(=N1)C1(NC=C(C(=C1)NN1CCC(CC1)CF)C1=NN(C=C1)C(F)F)N 2-(2-(1-(Cyclopropylsulfonyl)-1H-pyrazol-4-yl)pyrimidin-4-yl)-5-(1-(difluoromethyl)-1H-pyrazol-3-yl)-N4-(4-(fluoromethyl)piperidin-1-yl)pyridine-2,4-diamine